C(C)N1C(C=2N=C(N=CC2C1=O)NC1=NC=C(C(=C1)N[C@H](CO)C1=CC=CC=C1)C=1OC(=NN1)C(C)(C)O)(C)C (S)-6-ethyl-2-((4-((2-hydroxy-1-phenylethyl)amino)-5-(5-(2-hydroxypropan-2-yl)-1,3,4-oxadiazol-2-yl)pyridin-2-yl)amino)-7,7-dimethyl-6,7-dihydro-5H-pyrrolo[3,4-d]pyrimidin-5-one